3-cyano-N-(quinolin-8-yl)benzene-sulfonamide C(#N)C=1C=C(C=CC1)S(=O)(=O)NC=1C=CC=C2C=CC=NC12